4-(2-(3-(3-chloro-2-fluoro-6-(2H-tetrazole-2-yl)phenyl)acrylamido)-2-phenylacetamido)-3-fluorobenzoic acid tert-butyl ester C(C)(C)(C)OC(C1=CC(=C(C=C1)NC(C(C1=CC=CC=C1)NC(C=CC1=C(C(=CC=C1N1N=CN=N1)Cl)F)=O)=O)F)=O